[Si](C)(C)(C(C)(C)C)OC=1C(=C(C(=O)OC)C=CC1C#N)C methyl 3-[tert-butyl (dimethyl)silyl]oxy-4-cyano-2-methyl-benzoate